CN1N=C2C(CN(C=3C(=CC=CC23)[N+](=O)[O-])C)=N1 2,5-dimethyl-6-nitro-4,5-dihydro-2H-[1,2,3]triazolo[4,5-c]quinoline